methyl ((5-fluoro-6-(thiazol-4-ylmethoxy)-1H-indol-2-yl)methyl)carbamate FC=1C=C2C=C(NC2=CC1OCC=1N=CSC1)CNC(OC)=O